2,2-difluoro-1-methylcyclopropane-1-carboxamide FC1(C(C1)(C(=O)N)C)F